N1(CCC1)C(C#CC=O)=O 4-(azetidin-1-yl)-4-oxobut-2-ynal